NC1(CCN(CC1)C=1C2=C(N=CN1)NC=C2)C(=O)NC(C)C2=CC=C(C=C2)F 4-amino-N-[1-(4-fluorophenyl)ethyl]-1-(7H-pyrrolo[2,3-d]pyrimidin-4-yl)piperidine-4-carboxamide